1-(5-((4-(3-methylbutan-2-yl)piperazin-1-yl)methyl)pyrazolo[1,5-a]pyridin-3-yl)dihydropyrimidine-2,4(1H,3H)-dione CC(C(C)N1CCN(CC1)CC1=CC=2N(C=C1)N=CC2N2C(NC(CC2)=O)=O)C